O1N=C(N=C1)N1CCC(CC1)N(C=1C=NC=CC1OC1CC1)C1=CC=C(C=C1)C(F)(F)F N-(1-(1,2,4-oxadiazol-3-yl)piperidin-4-yl)-4-cyclopropoxy-N-(4-(trifluoromethyl)phenyl)pyridin-3-amine